C(C=CC=CCCCCCCCCCCC)=O 1Z,13Z-hexadecadienal